3-((6-((1-(4-cyano-2-fluorophenyl)piperidin-4-yl)thio)pyridin-3-yl)methoxy)-2-nitrobenzoic acid lithium salt [Li+].C(#N)C1=CC(=C(C=C1)N1CCC(CC1)SC1=CC=C(C=N1)COC=1C(=C(C(=O)[O-])C=CC1)[N+](=O)[O-])F